COC1=C(C(=O)OC)C=CC=C1 methyl 2-methoxybenzoate